3-isopropoxy-5-methyl-1H-pyrazole C(C)(C)OC1=NNC(=C1)C